C(C)OC=1C(=NC(=C(C1)N1[C@@H](CN(CC1)C(=O)C=1C(=NC(=CC1)OC)C(F)(F)F)CC)C(=O)NC1CN(C1)C)C=1C=NC=CC1 Ethoxy-5-[(2R)-2-ethyl-4-[6-methoxy-2-(trifluoromethyl)pyridine-3-carbonyl]piperazin-1-yl]-N-(1-methylazetidin-3-yl)-[2,3'-bipyridine]-6-carboxamide